[C@H]12N(C[C@H](NC1)C2)C=2C=CC(=C(C(=O)N[C@H](C)C1=CC(=CC(=C1)C=1C=NN(C1)C)C1=NN(C=C1)COC)C2)C 5-((1R,4R)-2,5-diazabicyclo[2.2.1]heptan-2-yl)-N-((R)-1-(3-(1-(methoxymethyl)-1H-pyrazol-3-yl)-5-(1-methyl-1H-pyrazol-4-yl)phenyl)ethyl)-2-methylbenzamide